N-(3-(1H-imidazol-1-yl)propyl)-7-(benzo[c][1,2,5]oxadiazol-5-yl)-5-phenylpyrazolo[1,5-a]pyrimidine-2-carboxamide N1(C=NC=C1)CCCNC(=O)C1=NN2C(N=C(C=C2C2=CC=3C(=NON3)C=C2)C2=CC=CC=C2)=C1